ClC1=C(OC2CCN(CC2)C(CNC(=O)C2=NNC(=C2)C2=CC=C(C=C2)C(F)(F)F)=O)C=CC=C1 5-(4-Trifluoromethyl-phenyl)-1H-pyrazole-3-carboxylic acid {2-[4-(2-chloro-phenoxy)-piperidin-1-yl]-2-oxo-ethyl}-amide